5-((1S,3S)-2,2-dichloro-3-(3,5-dichlorophenyl)cyclopropane-1-carboxamido)-N-(2,4-difluorophenyl)-2-fluorobenzamide ClC1([C@@H]([C@H]1C1=CC(=CC(=C1)Cl)Cl)C(=O)NC=1C=CC(=C(C(=O)NC2=C(C=C(C=C2)F)F)C1)F)Cl